5-Bromo-3-chloro-N1-(oxetan-2-ylmethyl)benzene-1,2-diamine BrC1=CC(=C(C(=C1)NCC1OCC1)N)Cl